ClC1=NN(C=C1NC)C=1C=NC=CC1 3-chloro-N-methyl-1-(pyridin-3-yl)-1H-pyrazol-4-amine